(S)-2-(4-(6-((4-cyanobenzyl)oxy)pyridin-2-yl)-2,5-difluorobenzyl)-1-(4,4-dimethyltetrahydrofuran-3-yl)-5-fluoro-1H-benzo[d]imidazole-6-carboxylic acid C(#N)C1=CC=C(COC2=CC=CC(=N2)C2=CC(=C(CC3=NC4=C(N3[C@@H]3COCC3(C)C)C=C(C(=C4)F)C(=O)O)C=C2F)F)C=C1